(R)-6-(2-((3,3-Difluoro-1-methylpiperidin-4-yl)amino)-4-methoxypyrrolo[2,1-f][1,2,4]triazin-5-yl)-N-methylimidazo[1,2-a]pyrimidine-3-carboxamide FC1(CN(CC[C@H]1NC1=NN2C(C(=N1)OC)=C(C=C2)C=2C=NC=1N(C2)C(=CN1)C(=O)NC)C)F